lithium oxalate lithium [Li+].C(C(=O)[O-])(=O)[O-].[Li+]